ClC1=C(C=C(N=N1)C=1C(NC(NC1)=O)=O)[C@H]1[C@@H](C1)COC(F)(F)F 5-(6-chloro-5-((1R,2R)-2-((trifluoromethoxy)methyl)cyclopropyl)pyridazine-3-yl)pyrimidine-2,4(1H,3H)-dione